BrC=1C=C2C(=NN=C(C2=CC1)C1=C(C=C(C=C1)C)O)NC1CN(CCC1)C 2-(6-bromo-4-((1-methylpiperidin-3-yl)amino)phthalazin-1-yl)-5-methylphenol